2-chloro-6-benzylthiopurine ClC1=NC(=C2NC=NC2=N1)SCC1=CC=CC=C1